C1([C@H](O)[C@@H](O)[C@H](O)[C@H](O1)CO)N=[N+]=[N-] D-glucopyranosylazide